(1-(piperidin-4-ylmethyl)-1,2,3,4-tetrahydroquinolin-6-yl)piperidine-2,6-dione N1CCC(CC1)CN1CCCC2=CC(=CC=C12)N1C(CCCC1=O)=O